Methyl-d3 5-(2-((tert-butoxycarbonyl)amino)-[1,2,4]triazolo[1,5-a]pyridin-7-yl)-2-(methoxy-d3)-6-methylnicotinate C(C)(C)(C)OC(=O)NC1=NN2C(C=C(C=C2)C=2C(=NC(=C(C(=O)OC([2H])([2H])[2H])C2)OC([2H])([2H])[2H])C)=N1